C(=O)(OCC1=CC=CC=C1)N1CCC(CC1)C(=O)O N-Cbzpiperidine-4-carboxylic acid